FC1C(C1)C(=O)NC=1SC2=C(N1)C=C(C(=C2)C=2C=NC=CC2C)F 2-fluoro-N-(5-fluoro-6-(4-methylpyridin-3-yl)benzo[d]thiazol-2-yl)cyclopropane-1-carboxamide